C1(C=CC(N1CCCCCC(=O)NN[C@@H](C(C)C)C(=O)O)=O)=O 6-maleimido-caproamido-L-valine